tert-Butyl (S)-3-((R)-1-hydroxy-2-(4-(methoxycarbonyl)benzamido)ethyl)-3,4-dihydroisoquinoline-2(1H)-carboxylate O[C@H](CNC(C1=CC=C(C=C1)C(=O)OC)=O)[C@H]1N(CC2=CC=CC=C2C1)C(=O)OC(C)(C)C